C(C)(C)(C)N1N=C(C(=C1C)O)C1=C(C=CC=C1)SCC 1-(tert-Butyl)-3-(2-(ethylthio)phenyl)-5-methyl-pyrazol-4-ol